2-((1S,4S)-2-oxa-5-azabicyclo[2.2.1]heptan-5-yl)-N-(2-methylcyclopropyl)thieno[2,3-d]thiazole-5-carboxamide [C@@H]12OC[C@@H](N(C1)C=1SC3=C(N1)SC(=C3)C(=O)NC3C(C3)C)C2